B(O)(O)CCC1=C(C(=C(OC2CN(C2)C([C@@H](C)NC([C@H](N)CO)=O)=O)C=C1)C(=O)O)O N-[(2R)-1-{3-[4-(2-boronoethyl)-2-carboxy-3-hydroxyphenoxy]azetidin-1-yl}-1-oxopropan-2-yl]-D-serine amide